1-((5-(5-(difluoromethyl)-1,3,4-oxadiazole-2-yl)pyridine-2-yl)methyl)-6-fluoro-3-methyl-5-(4-methylpiperazine-1-yl)-1,3-dihydro-2H-benzo[d]imidazole-2-one FC(C1=NN=C(O1)C=1C=CC(=NC1)CN1C(N(C2=C1C=C(C(=C2)N2CCN(CC2)C)F)C)=O)F